C(C)[Si](O[Si](O[Si](O[Si](C)(C)C)(C)CC)(C)C)(C)C 1,5-diethyl-1,1,3,3,5,7,7,7-octamethyltetrasiloxane